C(C)C1=NN(C(=C1Br)CBr)C1=C(C=C(C=C1)Cl)C(C1=C(C=CC=C1)F)=O Ethyl-4-bromo-5-(bromomethyl)-1-[4-chloro-2-(2-fluorobenzoyl)phenyl]-1H-pyrazol